2-bromo-4H,5H,6H,7H-thieno[2,3-c]pyridin-7-one BrC1=CC2=C(C(NCC2)=O)S1